N-(2-(benzylamino)phenyl)-N-(pent-4-en-1-yl)carboxamide C(C1=CC=CC=C1)NC1=C(C=CC=C1)N(C=O)CCCC=C